FC1=C(C#N)C(=CC(=C1)CC(C)C)N1CCN(CC1)CC1=NC=CC(=C1)OC 2-fluoro-4-isobutyl-6-(4-((4-methoxypyridin-2-yl)methyl)piperazin-1-yl)benzonitrile